1-Propyl-1-Methylpiperidinium chlorid [Cl-].C(CC)[N+]1(CCCCC1)C